tert-butyl 6-(6-hydroxyhexyl)-3-azabicyclo[3.1.1]heptane-3-carboxylate OCCCCCCC1C2CN(CC1C2)C(=O)OC(C)(C)C